1-Methyl-N-[5-(2,4,6-trichlorophenyl)-1-trityl-1H-indazol-3-yl]piperidine-4-carboxamide CN1CCC(CC1)C(=O)NC1=NN(C2=CC=C(C=C12)C1=C(C=C(C=C1Cl)Cl)Cl)C(C1=CC=CC=C1)(C1=CC=CC=C1)C1=CC=CC=C1